FC(OC1=CC=C(C=C1)C=1C(=NC=C(N1)C)C)F 3-(4-(difluoromethoxy)-phenyl)-2,5-dimethylpyrazine